COC1=C(CNC2=CN=C(N(C2=O)CC(=O)O)N2CCOCC2)C=CC(=C1)OC 2-(5-((2,4-dimethoxybenzyl)amino)-2-morpholino-6-oxopyrimidin-1(6H)-yl)acetic acid